C(C1=CC=CC=C1)N1C(N(C(C(=C1[2H])C)=O)CC1=CC=CC=C1)=O 1,3-dibenzyl-5-methylpyrimidine-2,4(1H,3H)-dione-6-d